(2R)-2-(methanesulfonylmethyl)azetidine CS(=O)(=O)C[C@@H]1NCC1